[Na].C1(=CC=CC=C1)N=C=S phenylisothiocyanate Sodium Salt